COCCOC.[Y] yttrium 1,2-dimethoxyethane